ClC=1N=C(C=C2C=C(C=NC12)OC)C(=O)OCC Ethyl 8-chloro-3-methoxy-[1,7]naphthyridine-6-carboxylate